2-((4-(6-cyanopyridin-3-yl)-2-sulfamoyl-3-(1H-tetrazol-5-yl)phenyl)sulfonyl)ethanaminium 2,2,2-trifluoroacetate FC(C(=O)[O-])(F)F.C(#N)C1=CC=C(C=N1)C1=C(C(=C(C=C1)S(=O)(=O)CC[NH3+])S(N)(=O)=O)C1=NN=NN1